C(C)N1C=C(C2=C1N=CN(C2=O)CC(F)(F)F)I 7-Ethyl-5-iodo-3-(2,2,2-trifluoroethyl)-3,7-dihydro-4H-pyrrolo[2,3-d]pyrimidin-4-one